FC1=C(OP(=O)(OC2=CC=CC=C2)N[C@@H](C)C(=O)OCCC(CC)(C)C)C(=C(C(=C1F)F)F)F 3,3-dimethylpentyl ((perfluorophenoxy)(phenoxy)phosphoryl)-L-alaninate